CN(C1=NC=2N(C3=CC(=CC=C13)CCC)C=NN2)C2=CC=CC=C2 1-(5-(methyl(phenyl)amino)-[1,2,4]triazolo[4,3-a]quinazolin-8-yl)propan